C([C@H]([C@@H]1[C@H]([C@@H]([C@@H](C(O1)OP(=O)([O-])[O-])O)O)O)O)O The molecule is dianion of D-glycero-D-manno-heptose 1-phosphate arising from deprotonation of both phosphate OH groups. It is a conjugate base of a D-glycero-D-manno-heptose 1-phosphate.